AZADECALINE N1CCCC2CCCCC12